(7R)-4-(2-fluorophenyl)-7-(4-methyl-1,3-thiazol-5-yl)-2-(2-(2-propenoyl)-2,6-diazaspiro[3.4]octan-6-yl)-7,8-dihydro-5H-pyrano[4,3-b]pyridine-3-carbonitrile FC1=C(C=CC=C1)C1=C2C(=NC(=C1C#N)N1CC3(CN(C3)C(C=C)=O)CC1)C[C@@H](OC2)C2=C(N=CS2)C